ethyl 3-(2-((tert-butoxycarbonyl)(4-methoxybenzyl)amino)thiazol-5-yl)-3-hydroxycyclobutane-1-carboxylate C(C)(C)(C)OC(=O)N(C=1SC(=CN1)C1(CC(C1)C(=O)OCC)O)CC1=CC=C(C=C1)OC